C(=CCC)B(O)O 1-BUTENYLBORONIC ACID